BrCCN(OP(ON)=O)CCBr bis(2-bromoethyl)diaminophosphonic acid